C(CC[O-])[O-] 1,3-propanediolate